CC(=CC(=O)NC=1C=C(CNC([O-])=O)C=CC1)C (3-(3-methylbut-2-enamido)benzyl)carbamate